BrC=1C=C(N(CC2=CC=C(C=C2)OC)CC2=CC=C(C=C2)OC)C=C(C1CC(F)F)C 3-bromo-4-(2,2-difluoroethyl)-N,N-bis(4-methoxybenzyl)-5-methylaniline